(2-(bis(3-((2,5-dioxopyrrolidin-1-yl)oxy)-3-oxopropyl)amino)-2-oxoethyl)phosphonic acid O=C1N(C(CC1)=O)OC(CCN(C(CP(O)(O)=O)=O)CCC(ON1C(CCC1=O)=O)=O)=O